CC(CCC)[N+](CCCC)(CCCC)C=CC methylpropenyl-tributylammonium